(2-amino-5-azaspiro[2.4]heptan-5-yl)-[1-(cyclopropylmethyl)-2-[9-(3-hydroxypropyl)-1,9-diazatricyclo[6.3.1.04,12]dodeca-2,4(12),5,7-tetraen-2-yl]-7-methoxy-benzimidazol-5-yl]methanone NC1CC12CN(CC2)C(=O)C2=CC1=C(N(C(=N1)C=1N3CCN(C4=CC=CC(C1)=C34)CCCO)CC3CC3)C(=C2)OC